CC(C)(C)[S@@](=O)N[C@@H]1C=2C=NC(=CC2CC12CCNCC2)C (R)-2-methyl-N-[(7S)-3-methyl-spiro[5,7-dihydro-cyclopenta[c]pyridin-6,4'-piperidin]-7-yl]propane-2-sulfinamide